2,4,4-Trimethylhexamethylendiisocyanat CC(CN=C=O)CC(CCN=C=O)(C)C